NC=1C=C(C=C(C1)S(=O)(=O)C)C1(C=CC1)C#N 1-(3-Amino-5-(methylsulfonyl)phenyl)cyclobutene-1-carbonitrile